CC1=C(C=2N(N=C1N1CC=3C=C(C=NC3CC1)C(C)C)C=NN2)C 6-(7,8-dimethyl-[1,2,4]triazolo[4,3-b]pyridazin-6-yl)-3-isopropyl-5,6,7,8-tetrahydro-1,6-naphthyridine